4-(N,N-dimethyl-hexadecylammonio)butyrate C[N+](C)(CCCC(=O)[O-])CCCCCCCCCCCCCCCC